(3S,4R)-4-{[7-(3,3-dimethylcyclobutyl)imidazo[4,3-f][1,2,4]triazin-2-yl]amino}oxan-3-ol CC1(CC(C1)C1=NC=C2C=NC(=NN21)N[C@H]2[C@@H](COCC2)O)C